4-(cyclopropylmethoxy)-N-(cyclopropylmethyl)-3-nitrobenzamide C1(CC1)COC1=C(C=C(C(=O)NCC2CC2)C=C1)[N+](=O)[O-]